NC1=NC(=NC=C1)C=1C(=NN(C1OCC[C@H](C)NC1=C(C=NC(=C1)Cl)C1=NC=C(C=C1F)CN1CCC(CC1)C(C)(C)O)C)C (S)-2-(1-((4'-((4-((4-(4-Aminopyrimidin-2-yl)-1,3-dimethyl-1H-pyrazol-5-yl)oxy)butan-2-yl)amino)-6'-chloro-3-fluoro-[2,3'-bipyridin]-5-yl)methyl)piperidin-4-yl)propan-2-ol